Tert-butyl-((7R)-2-(2-(1-(cyclopropylmethyl)-6-(3-oxoisoindolin-5-yl)-1H-indol-2-yl)-4-methoxy-3-methylbenzo[b]thiophene-6-carbonyl)-2-azabicyclo[2.2.1]hept-7-yl) carbamate C(N)(O[C@H]1C2(N(CC1CC2)C(=O)C=2C=C(C1=C(SC(=C1C)C=1N(C3=CC(=CC=C3C1)C=1C=C3C(NCC3=CC1)=O)CC1CC1)C2)OC)C(C)(C)C)=O